C(C)(=O)[C@@H]1C([C@@H](C1)CC(=O)ON=CC=1SC(=CC1)[N+](=O)[O-])(C)C 5-nitrothiophene-2-carbaldehyde O-(2-((1S,3S)-3-acetyl-2,2-dimethylcyclobutyl)acetyl) oxime